5-chloro-2-[(dimethylamino)methyl]-7,8-dihydro-6H-spiro[[1,3]oxazolo[5,4-f]quinazoline-9,1'-cyclohexane]-7-one ClC=1C=C2C(=C3C1NC(NC31CCCCC1)=O)OC(=N2)CN(C)C